((S)-2-(nitrilomethyl)-4-((S)-2-(((S)-1-methylpyrrolidin-2-yl)methoxy)-7-(naphthalen-1-yl)-5,6,7,8-tetrahydroquinazolin-4-yl)piperazin-1-yl)-4-oxobut-2-enamide formate salt C(=O)O.N#C[C@H]1N(CCN(C1)C1=NC(=NC=2C[C@H](CCC12)C1=CC=CC2=CC=CC=C12)OC[C@H]1N(CCC1)C)C(C(=O)N)=CC=O